NC1=C(C=C(C(=N1)N1C=C(C(C2=CC(=C(C(=C12)Cl)N1CC(C1)O)F)=O)C(=O)O)F)F 1-(6-amino-3,5-difluoro-2-pyridinyl)-8-chloro-6-fluoro-1,4-dihydro-7-(3-hydroxy-1-azetidinyl)-4-oxo-3-quinolinecarboxylic acid